methyl 2'-(2-(6-cyano-4-oxopyrido[3,4-d]pyrimidin-3(4H)-yl) ethoxy)-5'-(difluoromethyl)-[1,1'-biphenyl]-3-carboxylate C(#N)C1=CC2=C(N=CN(C2=O)CCOC2=C(C=C(C=C2)C(F)F)C2=CC(=CC=C2)C(=O)OC)C=N1